C(C)(C)(C)C=CCOC(NC)=O tert-butylallyl(methyl)carbamate